Cl.Cl.ClC1=CC(=CC=2N(C(=NC21)CCl)CC2=CN=CN2CC)C(=O)OC methyl 4-chloro-2-(chloromethyl)-1-((1-ethyl-1H-imidazol-5-yl)methyl)-1H-benzo[d]imidazole-6-carboxylate dihydrochloride